CC1=C2C=CC=C(C2=CC=C1)C1CCNCC1 4-(5-methylnaphthalen-1-yl)piperidine